O[C@H]1[C@@H](CNC1)CNC(OCC1=CC=CC=C1)=O benzyl (((3S,4S)-4-hydroxypyrrolidin-3-yl)methyl)carbamate